1-(3-tert-butyl-1-(quinolin-6-yl)-1H-pyrazol-5-yl)-3-(2-fluoro-4-(2-(methylcarbamoyl)pyridin-4-yloxy)phenyl)urea C(C)(C)(C)C1=NN(C(=C1)NC(=O)NC1=C(C=C(C=C1)OC1=CC(=NC=C1)C(NC)=O)F)C=1C=C2C=CC=NC2=CC1